3-Bromo-4-hydroxybenzo[b]thiophene-5-carbaldehyde BrC=1C2=C(SC1)C=CC(=C2O)C=O